OCCCOCC#CC1=CC2=C(N(C(N2C)=O)C2C(N(C(CC2)=O)C)=O)C=C1 3-[5-[3-(3-hydroxypropoxy)prop-1-yn-1-yl]-3-methyl-2-oxo-1,3-benzodiazol-1-yl]-1-methylpiperidine-2,6-dione